O[C@@H]1[C@@H](CC12CCN(CC2)C(=O)[O-])[C@@H]2N1C(C=3C=CC=CC23)=CN=C1 (2S,3R)-3-hydroxy-2-[(5S)-5H-imidazo[1,5-b]isoindol-5-yl]-7-azaspiro[3.5]nonane-7-carboxylate